O=C1N(C(C=C1)=O)CCCCCCCCCCCCC(=O)O 13-(2,5-Dioxo-2,5-dihydro-1H-pyrrol-1-yl)tridecanoic acid